1-(1-(3-chlorophenyl)-2-(dimethylamino)ethyl)-4-(5-morpholino-1-tosyl-1H-pyrrolo[2,3-b]pyridin-3-yl)pyridin-2(1H)-one ClC=1C=C(C=CC1)C(CN(C)C)N1C(C=C(C=C1)C1=CN(C2=NC=C(C=C21)N2CCOCC2)S(=O)(=O)C2=CC=C(C)C=C2)=O